2'-azido-deoxyguanosine N(=[N+]=[N-])[C@H]1[C@@H](O[C@@H]([C@H]1O)CO)N1C=NC=2C(=O)NC(N)=NC12